2-(bicyclo[1.1.1]pentan-1-ylamino)-4-((1R,3S)-3-hydroxycyclohexylamino)pyrimidine-5-carboxamide C12(CC(C1)C2)NC2=NC=C(C(=N2)N[C@H]2C[C@H](CCC2)O)C(=O)N